N-[4-(7-morpholinoquinazolin-5-yl)oxy-cyclohexyl]Furano[3,2-d]Pyrimidin-4-amine O1CCN(CC1)C1=CC(=C2C=NC=NC2=C1)OC1CCC(CC1)NC=1C2=C(N=CN1)C=CO2